4-(2-(6-(4-chlorophenyl)-1,1-dioxido-1,2,6-thiadiazinan-2-yl)acetamido)adamantane-1-carboxamide ClC1=CC=C(C=C1)N1CCCN(S1(=O)=O)CC(=O)NC1C2CC3(CC(CC1C3)C2)C(=O)N